(4-amino-7-fluoro-1-methyl-1H-pyrazolo[4,3-c]quinolin-8-yl)((3R,4S)-3-(2-fluoro-4-(trifluoromethyl)phenyl)-4-(hydroxymethyl)-1-pyrrolidinyl)methanone NC1=NC=2C=C(C(=CC2C2=C1C=NN2C)C(=O)N2C[C@H]([C@@H](C2)CO)C2=C(C=C(C=C2)C(F)(F)F)F)F